7-(benzyloxy)-10-fluoro-3,6-dihydro-3,6-methanobenzo[c]azepin-1(2H)-one C(C1=CC=CC=C1)OC=1C2C=3C(C(NC(CC3)C2F)=O)=CC1